4-((4-(2-aminopyridin-4-yl)-2,6-difluorobenzyl)oxy)phenyl sulfurofluoridate S(OC1=CC=C(C=C1)OCC1=C(C=C(C=C1F)C1=CC(=NC=C1)N)F)(=O)(=O)F